FC1=NC=CC(=C1C1CCC(CC1)C1=CC=2C(=NC(=CN2)C)N(C1=O)CC1=NC=CN=C1C)C 7-(4-(2-fluoro-4-methylpyridin-3-yl)cyclohexyl)-3-methyl-5-((3-methylpyrazin-2-yl)methyl)pyrido[2,3-b]pyrazin-6(5H)-one